[Li+].C(C=C)(=O)OCCC(=O)[O-] beta-acryloxypropionic acid lithium salt